CC1=NC(=NC(=N1)N)NC1=CC=CC=C1 methyl-N'-phenyl-1,3,5-triazinediamine